C1(=CC=CC=C1)CC(=O)O[C@@H]1[C@H](O[C@@]([C@@H]1O)(C#N)C1=CC=C2C(=NC=NN21)N)COC(C)=O (2R,3S,4R,5R)-2-(acetoxymethyl)-5-(4-aminopyrrolo[2,1-f][1,2,4]triazin-7-yl)-5-cyano-4-hydroxytetrahydrofuran-3-yl 2-phenylacetate